1,15-bis(Cyclohexylthio)-8-hydroxypentadecane-2,14-diyl dinonanoate C(CCCCCCCC)(=O)OC(CSC1CCCCC1)CCCCCC(CCCCCC(CSC1CCCCC1)OC(CCCCCCCC)=O)O